C(=O)(O)C1CN(C1)C(=O)OC(C)(C)C tert-butyl 3-(carboxy)azetidine-1-carboxylate